[C].[Bi]=[Te] bismuth telluride carbon